CC(C(C)S)CC 3-methyl-2-pentanethiol